C(C)OC=1C(=C(C(=C2C=NNC12)C1=CC=2N(C=C1)N=C(C2)NC(=O)[C@H]2[C@H](C2)F)SC)F (1S,2S)-N-(5-(7-ethoxy-6-fluoro-5-(methylthio)-1H-indazol-4-yl)pyrazolo[1,5-a]pyridin-2-yl)-2-fluorocyclopropane-1-carboxamide